Methyl-1-cyclohexene CC1=CCCCC1